3-(1,1-Dioxothiomorpholino)-4-(phenylamino)cyclobut-3-ene-1,2-dione O=S1(CCN(CC1)C=1C(C(C1NC1=CC=CC=C1)=O)=O)=O